CC1(CC2SCCC(C(N2C1C(=O)N)=O)NC([C@H](C)NC)=S)C 8,8-dimethyl-4-[(2S)-2-(methylamino)propanethioamido]-5-oxo-octahydropyrrolo[2,1-b][1,3]thiazepine-7-carboxamide